valerate hydrochloride Cl.C(CCCC)(=O)O